C(C)(C)(C)C1=C([O-])C(=CC=C1)C(C)(C)C 2,6-di-t-butylphenoxid